Silicon-molybdenum-vanadium [V].[Mo].[Si]